3,4,6-trichloro-5-methyl-1,2-benzoquinone ClC=1C(C(C(=C(C1Cl)C)Cl)=O)=O